C(CCC)O[Si](OC[SiH3])(OCCCC)OCCCC Tributoxysiloxymethylsilane